methyl-6-(dibromomethyl)-2-chloronicotinic acid CC=1C(=NC(=C(C(=O)O)C1)Cl)C(Br)Br